NC1=NC=CC=C1C1=NC=2C(=NC(=CC2)C2=CC=CC=C2)N1C1=CC=C(CN2C[C@H](CCC2)NC#N)C=C1 (S)-N-(1-(4-(2-(2-Aminopyridin-3-yl)-5-phenyl-3H-imidazo[4,5-b]pyridin-3-yl)benzyl)piperidin-3-yl)cyanamide